(2R,4S)-4-methyl-2-(2-methylprop-1-en-1-yl)tetrahydro-2H-pyran C[C@@H]1C[C@@H](OCC1)C=C(C)C